NC=1N=CC(=NC1Br)C=1C=NN(C1)C[C@H]1CN([C@@H](CO1)C)C(=O)OC(C)(C)C tert-butyl (2R,5R)-2-((4-(5-amino-6-bromopyrazin-2-yl)-1H-pyrazol-1-yl)methyl)-5-methylmorpholine-4-carboxylate